C(C)(C)(C)N1C(C(CC1=O)CCC[Si](OC)(OC)OC)=O N-tert-butyl-2-(3-trimethoxysilylpropyl)succinimide